C(C)N1C[C@@H](CC1)NC(=O)C=1N(C=C(N1)NC(=O)C=1C=CC=2C=C3N([C@@H](CNC3=O)C)C2N1)C (R)-N-(2-(((R)-1-ethylpyrrolidin-3-yl)carbamoyl)-1-methyl-1H-imidazol-4-yl)-9-methyl-6-oxo-6,7,8,9-tetrahydropyrido[3',2':4,5]pyrrolo[1,2-a]pyrazine-2-carboxamide